C(C)(C)(C)OC(=O)N1C[C@H](OC2(CCC2)C1)CO (6S)-6-(hydroxymethyl)-5-oxa-8-azaspiro[3.5]nonane-8-carboxylic acid tert-butyl ester